The molecule is an organic anion that is the conjugate base of 2-O,3-dimethylflaviolin, obtained by deprotonation of the 7-hydroxy group. It is the major microspecies at pH 7.3 (according to Marvin v 6.2.0.). It is a conjugate base of a 2-O,3-dimethylflaviolin. CC1=C(C(=O)C2=C(C1=O)C(=CC(=C2)O)[O-])OC